4-(3-chloro-4-cyanophenyl)-N-(6-(4-((4-(2-(2,6-dioxopiperidin-3-yl)-1,3-dioxoisoindolin-5-yl)piperazin-1-yl)methyl)piperidin-1-yl)pyridin-3-yl)-2-methylpiperazine-1-carboxamide ClC=1C=C(C=CC1C#N)N1CC(N(CC1)C(=O)NC=1C=NC(=CC1)N1CCC(CC1)CN1CCN(CC1)C=1C=C2C(N(C(C2=CC1)=O)C1C(NC(CC1)=O)=O)=O)C